6-methyl-4-[5-(methylsulfonyl)-2-{[(2R)-5-oxopyrrolidin-2-yl]methoxy}phenyl]-1,6-dihydro-7H-pyrrolo[2,3-c]pyridin-7-one CN1C(C2=C(C(=C1)C1=C(C=CC(=C1)S(=O)(=O)C)OC[C@@H]1NC(CC1)=O)C=CN2)=O